4,4'-dimethoxytrityl alcohol COC1=CC=C(C(C2=CC=C(C=C2)OC)(C2=CC=CC=C2)O)C=C1